C1(CCCCC1)CN1C=NC(=C1)C=1C(=C(C(=CC1)O)C1CC(NS1(=O)=O)=O)F 5-(3-(1-(cyclohexylmethyl)-1H-imidazol-4-yl)-2-fluoro-6-hydroxyphenyl)isothiazolidin-3-one 1,1-dioxide